2-((2-(1,3-dioxolan-2-yl)-6-fluoro-3-((4-methoxybenzyl)oxy)phenyl)ethynyl)isonicotinic acid O1C(OCC1)C1=C(C(=CC=C1OCC1=CC=C(C=C1)OC)F)C#CC=1C=C(C(=O)O)C=CN1